5-hydroxy-1-(3-methoxybenzyl)-N-methyl-2-oxo-2,3-dihydro-1H-benzo[b]azepine-4-carboxamide OC=1C2=C(N(C(CC1C(=O)NC)=O)CC1=CC(=CC=C1)OC)C=CC=C2